2-(8-methoxy-2H-chromenyl)-2-hydroxy-2-phenylacetic acid methyl ester COC(C(C1=CC=CC=C1)(O)C1OC2=C(C=CC=C2C=C1)OC)=O